C(C)C=1C=CC=C(C1)C 3-ethyl-5-methylbenzene